tert-butyl 4-[4-bromo-3-[4-(difluoromethyl)phenyl]pyrazol-1-yl]piperidine-1-carboxylate BrC=1C(=NN(C1)C1CCN(CC1)C(=O)OC(C)(C)C)C1=CC=C(C=C1)C(F)F